BrC=1C=C(C=CC1F)NC=C1C(OC(OC1=O)(C)C)=O 5-(((3-bromo-4-fluorophenyl)amino)methylene)-2,2-dimethyl-1,3-dioxane-4,6-dione